tris-(vinyldimethylsilyl) phosphate P(=O)(O[Si](C)(C)C=C)(O[Si](C)(C)C=C)O[Si](C)(C)C=C